[Mn](=O)(=O)([O-])[O-].[Mn+2] manganous manganate